Azadibenzothienyl-azadibenzosilol tert-butyl-((R)-1-(4-((R)-3-(4-fluorophenyl)pyrrolidine-1-carbonyl)phenoxy)-3-(2H-tetrazol-2-yl)propan-2-yl)carbamate C(C)(C)(C)N(C(O)=O)[C@@H](COC1=CC=C(C=C1)C(=O)N1C[C@H](CC1)C1=CC=C(C=C1)F)CN1N=CN=N1.N1=C(C=CC=2SC3=C(C21)C=CC=C3)C3=NC2=C([SiH2]C1=C2C=CC=C1)C=C3